5-bromo-N-(trimethylsilyl)benzo[d]thiazol-2-amine BrC=1C=CC2=C(N=C(S2)N[Si](C)(C)C)C1